C1(CCC1)C1=C(C=CC(=C1OC)OC)S(=O)(=O)NCC1=CC=C2C(=N1)C=CC(O2)(C)C Cyclobutyl-N-((2,2-dimethyl-2H-pyrano[3,2-b]pyridin-6-yl)methyl)-3,4-dimethoxybenzenesulfonamide